CO[C@@H]1[C@H]([C@H]([C@@H]([C@H](O1)CO[C@H]2[C@@H]([C@H]([C@@H](O2)[C@@H](CO)O)O)O)O)O)O The molecule is the methyl glycoside of the disaccharide beta-D-galactofuranosyl-(1->6)-alpha-D-mannose. It is a methyl glycoside and a disaccharide derivative. It derives from an alpha-D-mannose.